N1=CN=C(C2=C1NC=C2)N2CCSC(=C2)C2=CN=C(O2)C=2C=NC=CC2 5-(4-(7H-pyrrolo[2,3-d]pyrimidin-4-yl)-3,4-dihydro-2H-1,4-thiazin-6-yl)-2-(pyridin-3-yl)oxazole